C(C#C)N(CC#C)CC1=CC=CC=C1 N,N-bis(2-propynyl)benzylamine